OCC(C1=CC=C2C=C(C(NC2=C1)=O)C)N1CCN(CC1)C(CC#N)=O 3-(4-(2-Hydroxy-1-(3-methyl-2-oxo-1,2-dihydroquinolin-7-yl)ethyl)piperazin-1-yl)-3-oxopropanenitrile